2-chloro-N1,5-dimethyl-N1-(m-tolyl)benzene-1,3-diamine ClC1=C(C=C(C=C1N)C)N(C=1C=C(C=CC1)C)C